C(C)(C)(C)OC(=O)N1N=C(C2=CC(=CC=C12)Br)C(NC1CCCCC1)=O tert-butyl-5-bromo-3-(cyclohexylcarbamoyl)-1H-indazole-1-carboxylate